CN1C2C=CC(C1C=1C=NC(=CC1)OCC)CC2 2-methyl-3-(6-ethoxypyridin-3-yl)-2-azabicyclo[2.2.2]oct-5-ene